(S)-N-(1-(2-(4-(5-(3,5-difluorophenyl)-4,5-dihydro-1H-pyrazol-1-carbonyl)piperazin-1-yl)-5-fluoropyrimidin-4-yl)-3,5-dimethyl-1H-pyrazol-4-yl)acetamide FC=1C=C(C=C(C1)F)[C@@H]1CC=NN1C(=O)N1CCN(CC1)C1=NC=C(C(=N1)N1N=C(C(=C1C)NC(C)=O)C)F